ethyl 4-(2-(tert-butoxycarbonyl)-1-(4-(1-isopropyl-4-(trifluoromethyl)-1H-imidazol-2-yl) benzyl) hydrazino)-2-chloropyrimidine-5-carboxylate C(C)(C)(C)OC(=O)NN(CC1=CC=C(C=C1)C=1N(C=C(N1)C(F)(F)F)C(C)C)C1=NC(=NC=C1C(=O)OCC)Cl